C1(=CC=CC=C1)CC([O-])=N 2-Phenylacetimidate